(R)-Methyl 2-(3-chloro-4-((5-(((S)-1-(3-isopropylphenyl)ethyl)carbamoyl)-2,3-dimethyl-1H-indol-1-yl)methyl)phenoxy)propanoate ClC=1C=C(O[C@@H](C(=O)OC)C)C=CC1CN1C(=C(C2=CC(=CC=C12)C(N[C@@H](C)C1=CC(=CC=C1)C(C)C)=O)C)C